C(C(C)(C)C)(=O)OC(C1=CC=CC=C1)OC(=O)OC1=C(N=CNC1=O)C[C@H](CN1CC(C1)C#N)C1=CC=C(C=C1)C#CC1=CC=C(C=C1)CN1CCOCC1 ((((4-((S)-3-(3-cyanoazetidin-1-yl)-2-(4-((4-(morpholinomethyl)phenyl)ethynyl)phenyl)propyl)-6-oxo-1,6-dihydropyrimidin-5-yl)oxy)carbonyl)oxy)(phenyl)methyl pivalate